1-(1H-indazol-3-yl)-3-(6-(pyrazolo[1,5-a]pyrimidin-3-yl)pyridin-2-yl)urea N1N=C(C2=CC=CC=C12)NC(=O)NC1=NC(=CC=C1)C=1C=NN2C1N=CC=C2